ruthenium (4-isopropyltoluene) iodide [I-].C(C)(C)C1=CC=C(C)C=C1.[Ru+3].[I-].[I-]